5-(5-(chloromethyl)-1H-tetrazol-1-yl)-2-(trifluoromethyl)benzonitrile ClCC1=NN=NN1C=1C=CC(=C(C#N)C1)C(F)(F)F